3-Methyl-2-(trifluoromethyl)-6,7-dihydro-5H-cyclopenta[b]pyridin-4-amine CC=1C(=C2C(=NC1C(F)(F)F)CCC2)N